(4-morpholinylphenyl)phenylboronic acid N1(CCOCC1)C1=CC=C(C=C1)C1=C(C=CC=C1)B(O)O